butoxy-7-((6-(4-ethylpiperazin-1-yl)-5-methylpyridin-3-yl)methyl)imidazo[2,1-f][1,2,4]triazin-4-amine C(CCC)OC1=NN2C(C(=N1)N)=NC=C2CC=2C=NC(=C(C2)C)N2CCN(CC2)CC